Phenyl-bis(2,4,6-trimethyl-benzoyl)-phosphin oxid C1(=CC=CC=C1)P(C(C1=C(C=C(C=C1C)C)C)=O)(C(C1=C(C=C(C=C1C)C)C)=O)=O